(E)-5-(p-formylbenzoyloxy)-2-pentenyl p-formylbenzoate C(=O)C1=CC=C(C(=O)OC\C=C\CCOC(C2=CC=C(C=C2)C=O)=O)C=C1